NC=1C=C(OC2=CC=C3C(=N2)SC(=N3)NC)C=CC1F 5-(3-amino-4-fluorophenoxy)-N-methylthiazolo[5,4-b]pyridin-2-amine